O=C1N[C@H]2[C@@H](OC1)CCN(C2)C(=O)N2CCC1(C[C@H](CO1)NS(=O)(=O)C1=CC=CC=C1)CC2 |&1:3,4| rac-(4aR,8aS)-N-((R)-8-(3-oxooctahydro-2H-pyrido[4,3-b][1,4]oxazine-6-carbonyl)-1-oxa-8-azaspiro[4.5]decan-3-yl)benzenesulfonamide